C1CC12N(CCOC2)CC(=O)NC=2C=C(C(=NC2)C)NC(=O)C2=NN=C1N2C=CC(=C1)C=1C=NN(C1)C N-(5-(2-(7-oxa-4-azaspiro[2.5]octan-4-yl)acetamido)-2-methylpyridin-3-yl)-7-(1-methyl-1H-pyrazol-4-yl)-[1,2,4]triazolo[4,3-a]pyridine-3-carboxamide